3-{2-acetamidoimidazo[1,2-b]pyridazin-6-yl}-4-fluoro-N-{[2-fluoro-5-(trifluoromethoxy)phenyl]methyl}benzamide C(C)(=O)NC=1N=C2N(N=C(C=C2)C=2C=C(C(=O)NCC3=C(C=CC(=C3)OC(F)(F)F)F)C=CC2F)C1